4-[5-(1-ethylpyrazol-4-yl)benzimidazol-1-yl]-2,6-dimethoxy-N-(3,3,3-trifluoropropyl)benzamide C(C)N1N=CC(=C1)C1=CC2=C(N(C=N2)C2=CC(=C(C(=O)NCCC(F)(F)F)C(=C2)OC)OC)C=C1